(((1r,4r)-4-(2-methoxyethoxy)cyclohexyl)amino)-1-methyl-6-(thiazol-5-yl)quinolin-2(1H)-one COCCOC1CCC(CC1)NC=1C(N(C2=CC=C(C=C2C1)C1=CN=CS1)C)=O